N1C(CCC2=CC=CC=C12)C1=CC=C(C=C1)NS(=O)(=O)C N-(4-(1,2,3,4-tetrahydroquinoline-2-yl)phenyl)methanesulfonamide